C(N)(=O)[C@@H]1C[C@@]2(CN1C([C@H](CC(C)(C)F)OC(NC([2H])([2H])[2H])=O)=O)C(NC1=CC=C(C=C12)Cl)=O ((S)-1-((3R,5'S)-5'-carbamoyl-5-chloro-2-oxospiro[indoline-3,3'-pyrrolidin]-1'-yl)-4-fluoro-4-methyl-1-oxopentan-2-yl)(methyl-d3)carbamate